O=C(C=C)OCCCCCCOC1=CC=C(C(=O)O)C=C1 4-[[6-[(1-oxo-2-propenyl)oxy]hexyl]oxy]benzoic acid